2-methylpropan-2-yl (1R)-3-[(6-bromo-1,2-diazin-3-yl) oxy]-5-ethyl-1-methyl-8-azabicyclo[3.2.1]octane-8-carboxylate BrC1=CC=C(N=N1)OC1C[C@]2(CCC(C1)(N2C(=O)OC(C)(C)C)CC)C